(6-chloro-5-(difluoromethoxy)pyridin-2-yl)((4r,5r)-3,3,7,7-tetrafluoro-4-hydroxy-1-azaspiro[4.4]nonan-1-yl)methanone ClC1=C(C=CC(=N1)C(=O)N1CC([C@@H]([C@@]12CC(CC2)(F)F)O)(F)F)OC(F)F